COC1=CC=C(C=C1)C[C@@H](C(=O)N[C@H](C(=O)C1(OC1)C)CC1=CC=CC=C1)NC([C@H](C)NC(CN1CCOCC1)=O)=O (2S)-3-(4-methoxyphenyl)-N-[(2S)-1-(2-methyloxiran-2-yl)-1-oxo-3-phenylpropan-2-yl]-2-[[(2S)-2-[(2-morpholin-4-ylacetyl)amino]propanoyl]amino]propanamide